(R)-2-methyl-N-(1-(2-(1-methyl-1H-pyrazol-4-yl)quinolin-4-yl)ethyl)-5-((1-methylazetidin-3-yl)oxy)benzamide CC1=C(C(=O)N[C@H](C)C2=CC(=NC3=CC=CC=C23)C=2C=NN(C2)C)C=C(C=C1)OC1CN(C1)C